[N+](=O)([O-])C=1C=C(C(NC1)=O)C(F)(F)F 5-nitro-3-(trifluoromethyl)-1H-pyridin-2-one